(1-(1-(cis-4-isopropylcyclohexyl) piperidin-4-yl)-3-((methoxyimino) methyl)-1H-indol-2-yl)methyl carbamate C(N)(OCC=1N(C2=CC=CC=C2C1C=NOC)C1CCN(CC1)[C@@H]1CC[C@@H](CC1)C(C)C)=O